(S)-dibenzyl-(4-((3,4-dimethyl-2-oxo-7-((2,4,6-trifluorobenzyl) carbamoyl)-3,4-dihydroquinazolin-1(2H)-yl) methyl)-3,5-difluorophenyl) phosphate P(=O)(OC1=C(C(=C(C(=C1CC1=CC=CC=C1)F)CN1C(N([C@H](C2=CC=C(C=C12)C(NCC1=C(C=C(C=C1F)F)F)=O)C)C)=O)F)CC1=CC=CC=C1)([O-])[O-]